COC=1C=C(\C=C/2\C(N(C(C2)=O)C(CCCCCC[NH-])O)=O)C=C(C1OC)OC (E)-7-(3-(3,4,5-trimethoxybenzylidene)-2,5-diketopyrrolidinyl)-N-hydroxyheptylamide